Cl.CN1N=C(C2=CC=C(C=C12)N1C[C@H]([C@@H](CC1)NC)C)C1C(NC(CC1)=O)=O 3-[1-methyl-6-[(3R,4R)-3-methyl-4-(methylamino)-1-piperidyl]indazol-3-yl]piperidine-2,6-dione hydrochloride